1-tert-butyl-3-(4,4,5,5-tetramethyl-1,3,2-dioxaborolan-2-yl)pyrazole C(C)(C)(C)N1N=C(C=C1)B1OC(C(O1)(C)C)(C)C